ethyl 2-[(1r,4r)-4-[[1-ethyl-4-[[4-(trifluoromethyl) phenyl]methyl]indole-3-carbonyl]amino]cyclohexyl]acetate C(C)N1C=C(C2=C(C=CC=C12)CC1=CC=C(C=C1)C(F)(F)F)C(=O)NC1CCC(CC1)CC(=O)OCC